C(C)(=O)OCC(CCC(C)C)C(C)C 5-methyl-2-(1-methylethyl)-1-hexanol acetate